C(C1=CC=CC=C1)OC=1C(=C(C=C(C1F)C(F)(F)F)I)F 3-(benzyloxy)-2,4-difluoro-1-iodo-5-(trifluoromethyl)benzene